tert-butyl 4-bromo-3-methyl-piperidine-1-carboxylate BrC1C(CN(CC1)C(=O)OC(C)(C)C)C